C[C@H]1[C@H]([C@H]([C@@H]([C@@H](O1)OC[C@@H]2[C@H]([C@@H]([C@H](C(O2)O)NC(=O)C)O[C@H]3[C@H]([C@@H]([C@@H]([C@@H](O3)C)O)O)O)O)O)O)O The molecule is a branched amino trisaccharide consisting of 2-acetamido-2-deoxy-D-glucopyranose in which the hydroxy groups at positions 3 and 6 have each been glycosylated by a alpha-L-fucopyranosyl group. It is an amino trisaccharide and a member of acetamides. It derives from an alpha-L-Fucp-(1->3)-D-GlcpNAc and an alpha-L-Fucp-(1->6)-D-GlcpNAc.